5-((5-(3-(5-cyclopropyloxazol-2-yl)cyclopentyl)-1H-pyrazol-3-yl)amino)-4-fluoro-2,3-dihydrobenzo[d]isothiazole 1,1-dioxide C1(CC1)C1=CN=C(O1)C1CC(CC1)C1=CC(=NN1)NC=1C=CC2=C(CNS2(=O)=O)C1F